N-(4-carbamimidoyl-3-fluorobenzyl)-1-(4-(2-cyanopropan-2-yl)benzyl)-1H-pyrazole-4-carboxamide C(N)(=N)C1=C(C=C(CNC(=O)C=2C=NN(C2)CC2=CC=C(C=C2)C(C)(C)C#N)C=C1)F